(tetrahydro-1H-furo[3,4-c]pyrrol-5(3H)-yl)methanone methyl-2-((4-(pyridin-4-yl)piperazin-1-yl)methyl)-1H-indole-5-carboxylate COC(=O)C=1C=C2C=C(NC2=CC1)CN1CCN(CC1)C1=CC=NC=C1.C1OCC2C1CN(C2)C=O